N=C(C(=O)[O-])CCC(=O)O.C(C)S(=O)(=O)O.[Na+] sodium ethanesulfonate iminoglutarate